C1(CC1)NC1=NC(=NC=C1C(=O)N)NC1=CC2=C(OC[C@H](CN2)OCC(=O)OCC)C=C1 4-(cyclopropylamino)-2-(((S)-2,3,4,5-tetrahydro-3-ethoxycarbonylmethoxybenzo[b][1,4]oxazepin-7-yl)amino)pyrimidine-5-carboxamide